COC(C(C)OC1=NN(C(=C1)C1=CC=C(C=C1)F)C1=CC=CC=C1)=O Methyl-2-{[5-(4-fluorophenyl)-1-phenyl-1H-pyrazol-3-yl]oxy}propanoat